4-((1-(4-(2-(3-Aminopyrazin-2-yl)-5-(2-ethyl-2H-1,2,3-triazol-4-yl)-3H-imidazo[4,5-b]pyridin-3-yl)benzyl)piperidin-4-yl)amino)pyrimidine-2-carbonitrile NC=1C(=NC=CN1)C1=NC=2C(=NC(=CC2)C2=NN(N=C2)CC)N1C1=CC=C(CN2CCC(CC2)NC2=NC(=NC=C2)C#N)C=C1